1-methyl-4-nitrosopiperazine-d4 isopropyl-6-diazo-2-((S)-2-hydroxy-3-methylbutanamido)-5-oxohexanoate C(C)(C)OC(C(CCC(C=[N+]=[N-])=O)NC([C@H](C(C)C)O)=O)=O.CN1C(C(N(CC1)N=O)([2H])[2H])([2H])[2H]